C1(CC1)C1=CN(C=2C1=NC(=CC2)CC2=C(C=C(C=C2C)O)C)S(=O)(=O)CC2=CC=CC=C2 4-((3-cyclopropyl-1-toluenesulfonyl-1H-pyrrolo[3,2-b]pyridin-5-yl)methyl)-3,5-dimethylphenol